3,3'-diamino-4,4'-azofuroxan NC1=[N+](ON=C1N=NC=1C(=[N+](ON1)[O-])N)[O-]